5-(cyanomethyl)-2-formyl-5,7-dihydro-6H-pyrrolo[3,4-B]pyridine-6-carboxylic acid tert-butyl ester C(C)(C)(C)OC(=O)N1CC2=NC(=CC=C2C1CC#N)C=O